C(C)OC(=O)C1=CSC=C1C1CC2=CC=CC=C2CC1 4-(1,2,3,4-tetrahydronaphthalen-2-yl)thiophene-3-carboxylic acid ethyl ester